5-bromo-2-[2-(difluoromethoxy)-5-methyl-phenoxy]pyridine BrC=1C=CC(=NC1)OC1=C(C=CC(=C1)C)OC(F)F